C(#N)C=1C=C(C=CC1)N=NC1=CC=CC=C1 3-cyanoazobenzene